dimethylaminobenzoate CN(C)C1=C(C(=O)[O-])C=CC=C1